O=C1C(=C(C=NN1)N[C@H](CCCN1C(C2=CC=C(C=C2C=N1)C1=NC=C(C=N1)C(F)(F)F)=O)C)C(F)(F)F 2-[(4S)-4-[[6-oxo-5-(trifluoromethyl)-1H-pyridazin-4-yl]amino]pentyl]-6-[5-(trifluoromethyl)pyrimidin-2-yl]phthalazin-1-one